Bisphenol A bis(tetraethylammonium) salt C(C)[N+](CC)(CC)CC.C(C)[N+](CC)(CC)CC.OC1=CC=C(C=C1)C(C)(C)C1=CC=C(C=C1)O